COC(CCCCC[Mg]Cl)OC 6,6-dimethoxyhexylmagnesium chloride